Nonadecyl (S)-2-amino-3-(3,5-difluorophenyl)propanoate N[C@H](C(=O)OCCCCCCCCCCCCCCCCCCC)CC1=CC(=CC(=C1)F)F